N-(6-methyl-4-oxo-4,5-dihydro-3H-pyrrolo[3,2-d]pyrimidin-2-yl)pivalamide CC1=CC=2N=C(NC(C2N1)=O)NC(C(C)(C)C)=O